BrC=1C=C(C=C(C1)S(=O)(=O)C)NC(C1=CC(=CC=C1)N1N=CC=C1)=O N-(3-bromo-5-(methylsulfonyl)phenyl)-3-(1H-pyrazol-1-yl)benzamide